C(C(C)C)C1CC(C1)=O 3-isobutyl-cyclobutanone